CC1(CN(CCO1)C=O)C (2,2-dimethylmorpholin-4-yl)methanone